[Na+].S1C(=NC2=C1C=CC=C2)SCCCS(=O)(=O)[O-] 3-(2-benzothiazolylthio)-1-propanesulfonic acid sodium salt